2-(2,6-dimethylphenoxy)propyl methanesulfonate CS(=O)(=O)OCC(C)OC1=C(C=CC=C1C)C